2,2-bis(2-azidoethoxy)ethane tert-butyl-4-(3-(triisopropylsilyl)prop-2-yn-1-yl)piperidine-1-carboxylate C(C)(C)(C)OC(=O)N1CCC(CC1)CC#C[Si](C(C)C)(C(C)C)C(C)C.N(=[N+]=[N-])CCOC(C)OCCN=[N+]=[N-]